ClC1=CC(=C2C(=C(C=NC2=C1)S(=O)(=O)NC)NC=1C=C(C(=O)O)C=C(C1)OC1=CC(=CC(=C1)F)F)F 3-((7-chloro-5-fluoro-3-(N-methylaminosulfonyl)quinolin-4-yl)amino)-5-(3,5-difluorophenoxy)benzoic acid